(S)-N-((S)-6-(5-ethyl-1,2,4-oxadiazol-3-yl)-2,3-dihydrobenzofuran-3-yl)-3-fluoropyrrolidine-1-carboxamide C(C)C1=NC(=NO1)C1=CC2=C([C@@H](CO2)NC(=O)N2C[C@H](CC2)F)C=C1